[C-]#N.[Mn+2].[Li+].[C-]#N.[C-]#N lithium manganous cyanide